(E)-7-(3-(4-methoxybenzylidene)-2,5-dioxopyrrolidinyl)-N-hydroxyheptanamide COC1=CC=C(\C=C/2\C(N(C(C2)=O)CCCCCCC(=O)NO)=O)C=C1